FC=1C(=NC=C(C1I)F)C(CC)S(=O)(=O)NCOCC[Si](C)(C)C 3,5-difluoro-4-iodopyridin-2-yl-N-((2-(trimethylsilyl)ethoxy)methyl)propane-1-sulfonamide